tert-Butyl N-[1-(8-bromoindolizine-3-carbonyl) piperidin-4-yl]carbamate BrC1=CC=CN2C(=CC=C12)C(=O)N1CCC(CC1)NC(OC(C)(C)C)=O